N-acetyl-muramyl-L-alanyl-D-isoglutamine C(C)(=O)N([C@@H](C)C(=O)N[C@H](CCC(=O)O)C(N)=O)C1[C@H](N)[C@@H](O[C@@H](C(=O)O)C)[C@H](O)[C@H](O1)CO